(3-amino-4-(4,4,5,5-tetramethyl-1,3,2-dioxaborolan-2-yl)phenyl)methanol NC=1C=C(C=CC1B1OC(C(O1)(C)C)(C)C)CO